C(C)C1C(=NOC1CC1=CC(=CC=C1)C)CNC(=O)C1=CC(=NN1C(C)C)C ethyl-3-((1-isopropyl-3-methyl-1H-pyrazole-5-carboxamido)methyl)-5-(3-methylbenzyl)-4,5-dihydroisoxazole